8-methoxy-3-(3-(4-methylpiperidin-1-yl)propoxy)-6H-benzo[c]benzopyran-6-one COC=1C=CC2=C(C(OC3=C2C=CC(=C3)OCCCN3CCC(CC3)C)=O)C1